(2R,3R,4S)-3-acetamido-4-azido-2-[(1R,2R)-1,2,3-triacetoxypropyl]-3,4-dihydro-2H-pyran-6-carboxylic acid methyl ester COC(=O)C1=C[C@@H]([C@H]([C@@H](O1)[C@H]([C@@H](COC(C)=O)OC(C)=O)OC(C)=O)NC(C)=O)N=[N+]=[N-]